N-(4-(4,4-difluorocyclohexyl)-6-(2,5-difluorophenyl)pyrimidin-5-yl)-3-ethoxyisoxazole-5-carboxamide FC1(CCC(CC1)C1=NC=NC(=C1NC(=O)C1=CC(=NO1)OCC)C1=C(C=CC(=C1)F)F)F